C(C)(C)(C)C1=C(C2=C(N=CN=C2OC2CCCC2)S1)C1=CC(=C(C=C1)Cl)Cl 6-tert-butyl-4-(cyclopentyloxy)-5-(3,4-dichlorophenyl)thieno[2,3-d]pyrimidine